C(CCCCCC#N)#N Heptan-dinitril